C(C)(C)(C)OC(=O)N1OCC[C@@H]1C1=CC(=CC(=C1)F)Br (R)-3-(3-bromo-5-fluorophenyl)isoxazolidine-2-carboxylic acid tert-butyl ester